C(C)(C)(C)NS(=O)(=O)C1=CC(=CC=C1)C(=O)N1CC2(C3=CC(=CC=C13)C=C)CCC1(CC2)CC1 N-(tert-butyl)-3-(5''-vinyldispiro[cyclopropane-1,1'-cyclohexane-4',3''-indoline]-1''-carbonyl)benzenesulfonamide